C1N(C[C@@H]2[C@H]1CNC2)C2=CC(=C(C(=N2)NC=2C=C(C=CC2SC)CC(=O)O)C#N)C(F)(F)F 2-[3-({6-[cis-octahydropyrrolo[3,4-c]pyrrol-2-yl]-3-cyano-4-(trifluoromethyl)pyridin-2-yl}amino)-4-(methylsulfanyl)phenyl]acetic acid